3-((pyridin-2-ylmethyl)amino)propanoic Acid N1=C(C=CC=C1)CNCCC(=O)O